N-(4-((Benzyloxy)methyl)-3-fluorophenyl)-5-(4,5-diamino-6-(trifluoromethyl)pyrimidin-2-yl)-2-fluorobenzamide C(C1=CC=CC=C1)OCC1=C(C=C(C=C1)NC(C1=C(C=CC(=C1)C1=NC(=C(C(=N1)N)N)C(F)(F)F)F)=O)F